C(CN1C(=NC2=C1C=CC(=C2)C(N)=O)C=2C1=C(SC2C(=O)O)C=CC=C1C#N)N1C(=NC2=C1C=CC(=C2)C(N)=O)C=2C1=C(SC2C(=O)O)C=CC=C1C#N 3'-(ethane-1,2-diylbis(5-carbamoyl-1H-benzo[d]imidazole-1,2-diyl))bis(4-cyanobenzo[b]thiophene-2-carboxylic acid)